C(C)(C)(C)OC(=O)N1CC(S(CC1)(=O)=O)CC(=O)O [4-(tert-butoxycarbonyl)-1,1-dioxo-1λ6-thiomorpholin-2-yl]acetic Acid